CC1=CN=C(S1)C(CC(C(=O)OC)=O)=O Methyl 4-(5-methylthiazol-2-yl)-2,4-dioxobutanoate